ClC=1C=C(C=C(C1)Cl)C12OCC(CO1)(CO2)C2=CC=CC=C2 1-(3,5-Dichlorophenyl)-4-phenyl-2,6,7-trioxabicyclo[2.2.2]octane